6-(6-chloro-3-(N-methylmethylsulfonamido)pyridazine-4-carboxamido)pyridazine-3-sulfonyl chloride ClC1=CC(=C(N=N1)N(S(=O)(=O)C)C)C(=O)NC1=CC=C(N=N1)S(=O)(=O)Cl